peroxy disulfide O1OSS1